6-(4-chlorophenoxy)-1H-benzimidazole ClC1=CC=C(OC=2C=CC3=C(NC=N3)C2)C=C1